ClC=1N=C2C(=NC1)NC=C2C2=NC(=C(C(=N2)NC2C(C1CCC2CC1)C(=O)O)F)C1=CC=CC=C1 (+/-)-trans-3-((2-(2-chloro-5H-pyrrolo[2,3-b]pyrazin-7-yl)-5-fluoro-6-phenyl-pyrimidin-4-yl)amino)bicyclo[2.2.2]octane-2-carboxylic acid